ClC1=CC(=C(C=C1)N1CCN(CC1)CC)F 1-(4-chloro-2-fluorophenyl)-4-ethylpiperazine